4-(((6-Chlorobenzo[d]oxazol-2-yl)sulfinyl)methyl)benzoic acid methyl ester COC(C1=CC=C(C=C1)CS(=O)C=1OC2=C(N1)C=CC(=C2)Cl)=O